tert-butyl 5-[[4,5-dichloro-2-(prop-2-en-1-yloxy)phenyl][(2-methylpropane-2-sulfinyl)amino]methyl]-2-azabicyclo[2.2.1]heptane-2-carboxylate ClC1=CC(=C(C=C1Cl)C(C1C2CN(C(C1)C2)C(=O)OC(C)(C)C)NS(=O)C(C)(C)C)OCC=C